1-(3-Aminopropyl)indazol NCCCN1N=CC2=CC=CC=C12